S(=O)(=O)(O)O.C(C)(C)(C)C=1C=CC2=C(SC3=C2C=CC(=C3)C(C)(C)C)C1 3,7-di-tert-butyldibenzothiophene sulfate